CN(C)CC1CN(C1)C=O (3-((dimethylamino)methyl)azetidin-1-yl)methanone